N-(2,6-difluorobenzyl)pyrazolo[1,5-a]pyrimidin-5-amine FC1=C(CNC2=NC=3N(C=C2)N=CC3)C(=CC=C1)F